(3Z)-1-chloro-11,11-diethoxy-3-undecene ClCC\C=C/CCCCCCC(OCC)OCC